(dimethyl-Amino)-1H-1,2,3-triazole CN(C)N1N=NC=C1